3-(benzyloxy)-1-(but-3-en-2-yl-(tert-butoxycarbonyl)amino)-5-((2,4-difluorobenzyl)carbamoyl)-4-oxo-1,4-dihydropyridine-2-carboxylic acid C(C1=CC=CC=C1)OC1=C(N(C=C(C1=O)C(NCC1=C(C=C(C=C1)F)F)=O)N(C(=O)OC(C)(C)C)C(C)C=C)C(=O)O